tert-Butyl N-[6-(2-allylphenoxy)-2-[[[2-benzyloxy-2-(trifluoromethyl)pent-4-enoyl]amino]carbamoyl]-5-(trifluoromethyl)-3-pyridyl]carbamate C(C=C)C1=C(OC2=C(C=C(C(=N2)C(NNC(C(CC=C)(C(F)(F)F)OCC2=CC=CC=C2)=O)=O)NC(OC(C)(C)C)=O)C(F)(F)F)C=CC=C1